2-(2-((1S*,2R*)-2-Carbamoylcyclopropyl)-1-(4-(4-Carboxyphenyl)-1H-pyrazol-1-yl)ethyl)-5-(5-chloro-2-(1H-tetrazol-1-yl)phenyl)pyridine 1-oxide C(N)(=O)[C@H]1[C@@H](C1)CC(N1N=CC(=C1)C1=CC=C(C=C1)C(=O)O)C1=[N+](C=C(C=C1)C1=C(C=CC(=C1)Cl)N1N=NN=C1)[O-] |o1:3,4|